5-amino-1-(p-methoxyphenyl)-1H-imidazole-4-carboxylic acid ethyl ester C(C)OC(=O)C=1N=CN(C1N)C1=CC=C(C=C1)OC